di(2-methylpropanediol) phosphate P(=O)(O)(O)O.CC(C(O)O)C.CC(C(O)O)C